C(C)(C)(C)N(C(=O)OC(COC)C)[C@H]1C[C@@H](CC1)OC=1C=NC(=CC1)NC=1N=CC2=C(N1)N(C(C(=C2)C2=C(C=CC=C2Cl)Cl)=O)C 1-Methoxy-2-Propanol tert-butyl-N-[(1R,3R)-3-[[6-[[6-(2,6-dichlorophenyl)-8-methyl-7-oxo-pyrido[2,3-d]pyrimidin-2-yl]amino]-3-pyridyl]oxy]cyclopentyl]carbamate